(R)-1-pyridin-3-ylbutane-1,4-diol N1=CC(=CC=C1)[C@@H](CCCO)O